3-[(dimethylamino)methyl]pyridine-4-carbonitrile CN(C)CC=1C=NC=CC1C#N